(S)-2-(tert-butyl)oxirane C(C)(C)(C)[C@@H]1OC1